nonylpropenylphenyl ether C(CCCCCCCC)C=1C(=C(C=CC1)OC1=C(C(=CC=C1)CCCCCCCCC)C=CC)C=CC